bis[3-(dibenzofuran-4-yl)phenyl]-N,N'-diphenyl-pyrene-1,6-diamine C1=CC=C(C=2OC3=C(C21)C=CC=C3)C=3C=C(C=CC3)C=3C(=C(C=2C=CC1=CC=C(C=4C=CC3C2C41)NC4=CC=CC=C4)NC4=CC=CC=C4)C4=CC(=CC=C4)C4=CC=CC1=C4OC4=C1C=CC=C4